C(C=C)N1CC=NC(=C1)C1=CC=CC=C1 1-allyl-5-phenylpyrazine